CC(=O)O[C@H](CC/C=C/C1=CC=C(C=C1)O)CCC2=CC(=C(C=C2)O)O The molecule is a diarylheptanoid that is (6E)-6-heptene substituted by an acetoxy group at position 3, a 3,4-dihydroxyphenyl group at position 1 and a 4-hydroxyphenyl group at position 7 (the 3R-stereoisomer). It has been isolated from the rhizomes of Curcuma kwangsiensis. It has a role as a plant metabolite. It is a diarylheptanoid, an acetate ester and a member of catechols.